ClC=1C(=NC(=C(C1)F)N1C(N(C(=CC1=O)C(F)(F)F)C)=O)OCC(=O)NS(=O)(=O)C 2-[[3-chloro-6-[3,6-dihydro-3-methyl-2,6-dioxo-4-(trifluoromethyl)-1(2H)-pyrimidinyl]-5-fluoro-2-pyridinyl]oxy]-N-(methylsulfonyl)-acetamide